5-ethynyl-6-fluoro-4-(8-fluoro-2-{[(2R,7aS)-2-fluorotetrahydro-1H-pyrrolizin-7a(5H)-yl]methoxy}-4-[1-(2-methoxyethyl)-1H-1,2,3-triazol-4-yl]pyrido[4,3-d]pyrimidin-7-yl)naphthalen-2-ol C(#C)C1=C2C(=CC(=CC2=CC=C1F)O)C1=C(C=2N=C(N=C(C2C=N1)C=1N=NN(C1)CCOC)OC[C@]12CCCN2C[C@@H](C1)F)F